N4-(3-(methylsulfonyl)pyridin-2-yl)-N6-(6-(trifluoromethyl)pyridin-2-yl)pyrimidine-4,6-diamine CS(=O)(=O)C=1C(=NC=CC1)NC1=NC=NC(=C1)NC1=NC(=CC=C1)C(F)(F)F